BrC=1C2=C(C(=NC1)NCC1=C(C=C(C=C1)OC)OC)C(N(C2C2=C(C=CC(=C2)F)Cl)CC2=CC=C(C=C2)OC)=O 7-bromo-1-(2-chloro-5-fluorophenyl)-4-{[(2,4-dimethoxyphenyl)methyl]amino}-2-[(4-methoxyphenyl)methyl]-2,3-dihydro-1H-pyrrolo[4,3-c]pyridin-3-one